4-[4-(Difluoromethyl)-2,6-dioxo-3,6-dihydropyrimidin-1(2H)-yl]-5-methoxy-2-(2-methylphenoxy)benzonitrile FC(C=1NC(N(C(C1)=O)C1=CC(=C(C#N)C=C1OC)OC1=C(C=CC=C1)C)=O)F